C(C)(=O)N1[C@H](CCC2=CC(=CC=C12)C1=CC=C(C=C1)[C@@H](C)C1=C(N=C2N1C=C(N=C2N2CCOCC2)C=2C=NC(=NC2)N)C(=O)N)C ((R)-1-(4-((S)-1-Acetyl-2-methyl-1,2,3,4-tetrahydroquinolin-6-yl)phenyl)ethyl)-6-(2-aminopyrimidin-5-yl)-8-morpholinoimidazo[1,2-a]pyrazine-2-carboxamide